(ethoxymethoxy)cyclododecane C(C)OCOC1CCCCCCCCCCC1